3-(3-methoxypropanamido)-N-[(1s,4s)-4-{[6-chloro-2-(trifluoromethyl)quinolin-4-yl]amino}cyclohexyl]benzamide COCCC(=O)NC=1C=C(C(=O)NC2CCC(CC2)NC2=CC(=NC3=CC=C(C=C23)Cl)C(F)(F)F)C=CC1